N-{[2-(3-hydroxypyridine-2-amido)pyridin-4-yl]methyl}-3-(2-methylpropoxy)pyridine-2-carboxamide OC=1C(=NC=CC1)C(=O)NC1=NC=CC(=C1)CNC(=O)C1=NC=CC=C1OCC(C)C